C1(CC1)C=1C=NC(=NC1)NC(C(=O)O)CCN(CCCCC1=NC=2NCCCC2C=C1)CC(F)F 2-((5-cyclopropylpyrimidin-2-yl)amino)-4-((2,2-difluoroethyl)(4-(5,6,7,8-tetrahydro-1,8-naphthyridin-2-yl)butyl)amino)butanoic acid